NC1=C(C(=NN1C(C)C)C1=NC=C(C=C1)C(C(=O)NC1=CC(=NO1)C1=C(C=C(C=C1)F)Cl)C)C(=O)N 5-Amino-3-(5-(1-((3-(2-chloro-4-fluorophenyl)isoxazol-5-yl)amino)-1-oxopropan-2-yl)pyridin-2-yl)-1-isopropyl-1H-pyrazole-4-carboxamide